FC=1C=C2C(C(=CN(C2=NC1N1C(C[C@@H](C1)O)=O)C1=C(C=C(C=C1F)F)F)C(=O)O)=O 6-fluoro-7-[(4S)-4-hydroxy-2-oxopyrrolidin-1-yl]-4-oxo-1-(2,4,6-trifluorophenyl)-1,4-dihydro-1,8-naphthyridine-3-carboxylic acid